(S)-2-((((9H-fluoren-9-yl)methoxy)carbonyl)amino)-3-(7-fluoro-1H-indol-3-yl)propanoic acid C1=CC=CC=2C3=CC=CC=C3C(C12)COC(=O)N[C@H](C(=O)O)CC1=CNC2=C(C=CC=C12)F